4,6-dimethyl-pyrimidine CC1=NC=NC(=C1)C